sodium laurylacetate C(CCCCCCCCCCC)CC(=O)[O-].[Na+]